C(CCCCCCC(=O)OCC(COC(CCCCCCC(=O)OCC\C=C/CCCCC)=O)(COC(CCCCCCC(=O)OCC\C=C/CCCCC)=O)CO)(=O)OCC\C=C/CCCCC O8-[2-(hydroxymethyl)-3-[8-[(Z)-non-3-enoxy]-8-oxo-octanoyl]oxy-2-[[8-[(Z)-non-3-enoxy]-8-oxo-octanoyl]oxymethyl]propyl] O1-[(Z)-non-3-enyl] octanedioate